N-[[6-[(4-chlorophenyl)methylcarbamoyl]-6-azaspiro[2.5]octan-2-yl]methyl]furo[2,3-c]pyridine-2-carboxamide ClC1=CC=C(C=C1)CNC(=O)N1CCC2(C(C2)CNC(=O)C2=CC=3C(=CN=CC3)O2)CC1